2-(tert-Butyl) 3-methyl (1R,3R,4R,5R)-5-hydroxy-2-azabicyclo[2.2.1]heptane-2,3-dicarboxylate O[C@H]1[C@H]2[C@@H](N([C@@H](C1)C2)C(=O)OC(C)(C)C)C(=O)OC